FC=1C=CC=C2C(=NN(C12)CC1=C(C=CC=C1)F)C1=NC(=C(C(=N1)N)N=NC1=CC=CC=C1)N 2-(7-fluoro-1-(2-fluorobenzyl)-1H-indazol-3-yl)-5-(phenyldiazenyl)pyrimidine-4,6-diamine